ClC1NC2=CC=C(C=C2C(=C1C#N)Cl)OCCOC 2,4-dichloro-6-(2-methoxyethoxy)-1,2-dihydroquinoline-3-carbonitrile